NC1=NC=NN2C1=CC=C2C=2C=C(C(=NC2)OC)C(=O)NC=2C=NN(C2)CC2=CC=CC=C2 5-{4-aminopyrrolo[2,1-f][1,2,4]triazin-7-yl}-N-(1-benzyl-1H-pyrazol-4-yl)-2-methoxypyridine-3-carboxamide